4,5-dimethyl-6-(3-pyrimidin-5-yl-7,8-dihydro-5H-1,6-naphthyridin-6-yl)pyridazine CC1=CN=NC(=C1C)N1CC=2C=C(C=NC2CC1)C=1C=NC=NC1